COC(C(C(=O)OC)C(C[N+](=O)[O-])C1=CC=C(C=C1)C(F)(F)F)=O 2-[2-nitro-1-[4-(trifluoromethyl)phenyl]ethyl]-malonic acid 1,3-dimethyl ester